Tri-tert-butylcitrat C(C)(C)(C)C(C(C(C(=O)[O-])(C(C)(C)C)C(C)(C)C)(O)C(=O)[O-])C(=O)[O-]